((Methyl 5-nitro-1-(phenylsulfonyl)-1H-pyrrolo[2,3-b]pyridin-4-yl)amino)propanoate CC1=CC=2C(=NC=C(C2NC(C(=O)[O-])C)[N+](=O)[O-])N1S(=O)(=O)C1=CC=CC=C1